[Cl-].C(CCCCC)C(CCCCCCCCCCCCCP)(CCCCCC)CCCCCC trihexyltetradecylphosphine chloride salt